(Tetrahydrochinolin-6-yl)methansulfonamide N1CCCC2=CC(=CC=C12)CS(=O)(=O)N